(bis-2-propenyl-amino)propionitrile C(C=C)N(CC=C)C(C#N)C